BrC1=CC2=C(NC=N2)C=C1OCCOC 5-bromo-6-(2-methoxyethoxy)-1H-benzimidazole